2-(N-azetidinylcarbamoyl)-5-chloropyridin-3-yl 3-azido-3-deoxy-1-thio-α-D-galactopyranoside N(=[N+]=[N-])[C@@H]1[C@H]([C@@H](SC=2C(=NC=C(C2)Cl)C(NN2CCC2)=O)O[C@@H]([C@@H]1O)CO)O